Butyric acid 2-methylbutyl ester CC(COC(CCC)=O)CC